4-oxo-6-methoxy-3-(2,3-dichloro-4-hydroxyphenyl)methyl-1(4H)quinolineacetic acid O=C1C(=CN(C2=CC=C(C=C12)OC)CC(=O)O)CC1=C(C(=C(C=C1)O)Cl)Cl